ICC(CC)C 1-Iodo-2-methylbutane